(S)-ethyl (2-((1-(5-(4-isopropylphenyl)-1,3,4-thiadiazol-2-yl)ethyl)carbamoyl)-4-methoxypyridin-3-yl) carbonate C(OCC)(OC=1C(=NC=CC1OC)C(N[C@@H](C)C=1SC(=NN1)C1=CC=C(C=C1)C(C)C)=O)=O